C(CCCCCCCCCCC(=O)O)CCCCCCCCCCO The molecule is an omega-hydroxy-long-chain fatty acid obtained by monohydroxylation of the terminal methyl group of docosanoic acid. It has a role as a metabolite. It derives from a docosanoic acid. It is a conjugate acid of a 22-hydroxydocosanoate.